benzyl{(5S)-5-[(tert-butoxycarbonyl)amino]-6-[(4-methoxybenzoyl) (2-thienylmethyl)amino]hexyl}carbamate C(C1=CC=CC=C1)OC(NCCCC[C@@H](CN(CC=1SC=CC1)C(C1=CC=C(C=C1)OC)=O)NC(=O)OC(C)(C)C)=O